methyl (R)-3-(3-((tert-butoxycarbonyl)amino)pyrrolidin-1-yl)-4-nitrobenzoate C(C)(C)(C)OC(=O)N[C@H]1CN(CC1)C=1C=C(C(=O)OC)C=CC1[N+](=O)[O-]